N1=CC=C(C=C1)CC(=O)NC=1SC(=NN1)NC1CCN(CC1)C=1SC(=NN1)NC(CC1=CC=NC=C1)=O 2-(Pyridin-4-yl)-N-{5-[(1-{5-[2-(pyridin-4-yl)acetamido]-1,3,4-thiadiazol-2-yl}piperidin-4-yl)amino]-1,3,4-thiadiazol-2-yl}acetamide